4-methoxybenzo[d]thiazole-6-carboxylic acid COC1=CC(=CC2=C1N=CS2)C(=O)O